(4Z)-2-methylsulfanyl-4-(6-quinolylmethylene)-1H-imidazol-5-one CSC=1NC(/C(/N1)=C/C=1C=C2C=CC=NC2=CC1)=O